3-(4-((4-(2-(2-aminopyridin-3-yl)-5-phenyl-3H-imidazo[4,5-b]pyridin-3-yl)benzyl)carbamoyl)phenyl)propanoic acid NC1=NC=CC=C1C1=NC=2C(=NC(=CC2)C2=CC=CC=C2)N1C1=CC=C(CNC(=O)C2=CC=C(C=C2)CCC(=O)O)C=C1